4-isopropyl-5,5-dimethyl-2-oxazolidinone C(C)(C)C1NC(OC1(C)C)=O